OC1=C(C=C(/C=C/C=2C=C(C=C(C2CC=C(C)C)OC)O)C=C1)[N+](=O)[O-] (E)-3-(4-hydroxy-3-nitrostyryl)-5-methoxy-4-(3-methylbut-2-en-1-yl)phenol